(4aR,8aS)-6-(3-(4-(tert-Butyl)phenyl)azetidin-1-carbonyl)hexahydro-2H-pyrido[4,3-b][1,4]oxazin-3(4H)-on C(C)(C)(C)C1=CC=C(C=C1)C1CN(C1)C(=O)N1C[C@@H]2[C@@H](OCC(N2)=O)CC1